C(N)(=O)C1=C(C(=C(C(=C1C)C)OC(C1=C(C(=C(C=C1C)OCC1=CC=CC=C1)C)C)=O)C)C.C(C(=C)C)(=O)OCCC[Si](OC)(OC)OC 3-methacryloyloxypropyl-trimethoxysilane 4-carbamoyl-2,3,5,6-tetramethylphenyl-4-(benzyloxy)-2,3,6-trimethylbenzoate